C1(CC1)CN1C(N(C(C=C1)=O)C1=NC=C(C=C1)C)=O 1-(cyclopropylmethyl)-3-(5-methylpyridin-2-yl)-2,4-dioxo-1,2,3,4-tetrahydropyrimidine